Methyl 2-bromo-2-(6'-fluoro-2'-oxo-1'-(tetrahydro-2H-pyran-4-yl)spiro[cyclopropane-1,3'-indolin]-4'-yl)acetate BrC(C(=O)OC)C1=C2C3(C(N(C2=CC(=C1)F)C1CCOCC1)=O)CC3